NC=1C(=NC=NC1)CCC[C@@H](C(=O)OC)NC(=O)OC(C)(C)C methyl (2S)-5-(5-aminopyrimidin-4-yl)-2-{[(tert-butoxy) carbonyl] amino}pentanoate